FC(N1N=CC(=C1)C=1C=C(C=2N(C1)N=CC2C#N)C=2C=NC(=CC2)N2CC1CCC(C2)N1CC1=CC=C(C=C1)S(=O)(=O)C)F 6-(1-difluoromethyl-1H-pyrazol-4-yl)-4-(6-(8-(4-(methylsulfonyl)benzyl)-3,8-diazabicyclo[3.2.1]octan-3-yl)pyridin-3-yl)pyrazolo[1,5-a]pyridine-3-carbonitrile